6-[(3-chlorophenyl)methyl]pyridazin-3-amine ClC=1C=C(C=CC1)CC1=CC=C(N=N1)N